OC1CCC(N(C1)C(=O)OC(C)(C)C)C(=O)OCC1=CC=CC=C1 O2-benzyl O1-tert-butyl 5-hydroxypiperidine-1,2-dicarboxylate